BrC=1C=C2C(=NN=CC2=CC1)Cl 6-bromo-4-chlorophthalazin